FC1=C(CNC23CC4(CC(CC(C2)C4)C3)NC(=O)C3=NC(=CC=C3)C)C=CC=C1 6-Methyl-pyridine-2-carboxylic acid [3-(2-fluoro-benzylamino)-adamantan-1-yl]-amide